2,5-bis(2-hydroxy-5-methylbenzyl)benzene OC1=C(CC2=CC=C(C=C2)CC2=C(C=CC(=C2)C)O)C=C(C=C1)C